ethyl (E)-3-pentyldec-2-enoate C(CCCC)\C(=C/C(=O)OCC)\CCCCCCC